FCCN1N=CC(=N1)C(=O)O 2-(2-Fluoroethyl)-2H-1,2,3-triazole-4-carboxylic acid